2,6-Dibromo-4-nitropyridine BrC1=NC(=CC(=C1)[N+](=O)[O-])Br